C(C)(C)(C)C1=C(C(=CC(=C1)CCCOP1OC2=C(C3=C(O1)C(=CC(=C3)C(C)(C)C)C(C)(C)C)C=C(C=C2C(C)(C)C)C(C)(C)C)C)O 2-tert-butyl-6-methyl-4-[3-(2,4,8,10-tetra-tert-butylbenzo[d][1,3,2]benzodioxaphosphepin-6-yl)oxypropyl]phenol